hydroxymethyl-coumarinOne OCC1C(C(OC2=CC=CC=C12)=O)=O